C(C1=CC=CC=C1)OC=1C=CC2=C(SC(O2)=O)C1 5-benzyloxybenzo[d][1,3]oxathiolan-2-one